C(CCCCC)C1=C(C(=C(C(=C1C1=C(C=CC=C1)F)C1=CC=CC=C1)F)F)F hexylphenyl-2',3,4,5-tetrafluorobiphenyl